BrC1=C(C=C(C=C1)C1=NC2=C(N1)C(C(=C(C2=O)NC2CCN(CC2)C)Cl)=O)F 2-(4-bromo-3-fluorophenyl)-6-chloro-5-((1-methylpiperidin-4-yl)amino)-1H-benzo[d]imidazole-4,7-dione